C(C(C)C)NC1=NN2C(S1)=NC=C2C=2C=C(C(=O)N)C=CC2 3-[2-(isobutylamino)imidazo[2,1-b][1,3,4]thiadiazol-5-yl]benzamide